FC1=C(OC2=CC(=C(C#N)C=C2)C(C)C)C=CC(=C1)N1C(NC=2C1=NC=CC2)=O 4-[2-fluoro-4-(2-oxo-1H-imidazo[4,5-b]pyridin-3-yl)phenoxy]-2-isopropyl-benzonitrile